BrC=1C=C2C(=NC1)N(C=C2C(=O)C=2C(=C(C=CC2F)NS(=O)(=O)N2C[C@@H](CC2)F)CC)C(C2=C(C=CC=C2Cl)Cl)=O (R)-N-(3-(5-bromo-1-(2,6-dichlorobenzoyl)-1H-pyrrolo[2,3-b]pyridine-3-carbonyl)-2-ethyl-4-fluorophenyl)-3-fluoropyrrolidine-1-sulfonamide